3-(phenylamino)-1-(4-fluorophenyl)-2-propen-1-one C1(=CC=CC=C1)NC=CC(=O)C1=CC=C(C=C1)F